NC1=NC=NN2C1=C(C=C2C=2C(=CC(=C(C(=O)N[C@@H]1CN(C[C@@H]1F)C(=O)C1=NC(=C(C=C1)F)Br)C2)C)F)C(F)(F)F 5-[4-amino-5-(trifluoromethyl)pyrrolo[2,1-f][1,2,4]triazin-7-yl]-N-[(3R,4S)-1-(6-bromo-5-fluoropyridine-2-carbonyl)-4-fluoropyrrolidin-3-yl]-4-fluoro-2-methylbenzamide